2-(methoxyformyl)3-thiophenesulfonyl chloride COC(=O)C=1SC=CC1S(=O)(=O)Cl